tert-butyl N-[[4-[6-[4-[4-[4-[(2,6-dioxo-3-piperidyl)amino]phenyl]-1-piperidyl]-3-fluoro-butyl]pyrrolo[2,1-f][1,2,4]triazin-4-yl]-2-fluoro-phenyl]methyl]carbamate O=C1NC(CCC1NC1=CC=C(C=C1)C1CCN(CC1)CC(CCC=1C=C2C(=NC=NN2C1)C1=CC(=C(C=C1)CNC(OC(C)(C)C)=O)F)F)=O